ClC=1C=C2C(=NC=NC2=CC1C1=NC(=CC=C1C(F)(F)F)NC)N1CCN(CC1)C(C=C)=O 1-(4-[6-chloro-7-[6-(methylamino)-3-(trifluoromethyl)pyridin-2-yl]quinazolin-4-yl]piperazin-1-yl)prop-2-en-1-one